O1CCNNCC1 hexahydro-1,4,5-oxadiazepine